3-((2S)-3-(8-(2-(dimethylamino)pyridin-3-ylsulfonyl)-1-oxa-8-azaspiro[4.5]decan-3-ylamino)-2-hydroxypropoxy)-N-methylbenzenesulfonamide CN(C1=NC=CC=C1S(=O)(=O)N1CCC2(CC(CO2)NC[C@@H](COC=2C=C(C=CC2)S(=O)(=O)NC)O)CC1)C